Cl.NCC1=CC=C(C=C1)C1=NN(C(C2=CC=CC=C12)=O)CC 4-(4-(aminomethyl)phenyl)-2-ethylphthalazin-1(2H)-one hydrochloride